3-(3,4-dimethoxybenzyl)-2,4-dioxo-1-(tetrahydro-2H-pyran-4-yl)-1,2,3,4-tetrahydroquinazoline-6-carbonitrile COC=1C=C(CN2C(N(C3=CC=C(C=C3C2=O)C#N)C2CCOCC2)=O)C=CC1OC